6-chloro-2-((5-chloro-1-(1-methylcyclopropyl)-1H-pyrazol-4-yl)amino)quinazolin ClC=1C=C2C=NC(=NC2=CC1)NC=1C=NN(C1Cl)C1(CC1)C